2-{2-[(4-methoxyphenyl)methoxy]-5-(prop-2-en-1-yl)phenyl}-1,3-dioxolane COC1=CC=C(C=C1)COC1=C(C=C(C=C1)CC=C)C1OCCO1